(2S,4R)-1-[(2S)-2-(8-aminooctanoylamino)-3,3-dimethyl-butanoyl]-4-hydroxy-N-[(1S)-1-[4-(4-methylthiazol-5-yl)phenyl]ethyl]pyrrolidine-2-carboxamide NCCCCCCCC(=O)N[C@H](C(=O)N1[C@@H](C[C@H](C1)O)C(=O)N[C@@H](C)C1=CC=C(C=C1)C1=C(N=CS1)C)C(C)(C)C